1,N'-dimethylimidazole CN1CN(C=C1)C